8-(oxetan-3-ylmethoxy)-6H-benzo[c]chromen-6-one O1CC(C1)COC=1C=CC2=C(C(OC3=CC=CC=C23)=O)C1